FC1=CC=C(C=C1)C(=NC1=CC=C(C=C1)C)C1=CC=C(C=C1)F N-(bis(4-fluorophenyl)methylene)-p-methylaniline